2-(4-methylphenyl)-3-(pyridin-4-yl)-4,5,6,7-tetrahydropyrazolo[1,5-a]pyrazine hydrochloride Cl.CC1=CC=C(C=C1)C1=NN2C(CNCC2)=C1C1=CC=NC=C1